C(C)(C)(C)P(C(C)(C)C)C(C)(C)C tris-(tert-butyl)-phosphine